1-(2-Fluorophenyl)-6-oxo-N-[(1R)-1-[3-(4-pyridyloxy)phenyl]ethyl]pyridazine-3-carboxamide FC1=C(C=CC=C1)N1N=C(C=CC1=O)C(=O)N[C@H](C)C1=CC(=CC=C1)OC1=CC=NC=C1